5-(4-piperidyl)oxazole N1CCC(CC1)C1=CN=CO1